((S)-(2-(((3S,6S,9aS)-3-(3-(2-ethoxypyridin-4-yl)azetidine-1-carbonyl)-5-oxooctahydro-1H-pyrrolo[1,2-a]azepin-6-yl)carbamoyl)benzo[b]thiophen-5-yl)fluoromethyl)phosphonic acid C(C)OC1=NC=CC(=C1)C1CN(C1)C(=O)[C@@H]1CC[C@H]2N1C([C@H](CCC2)NC(=O)C2=CC1=C(S2)C=CC(=C1)[C@@H](F)P(O)(O)=O)=O